C(#N)C1=NNC2=CC(=CC=C12)/C=C/C(=O)NC=1C=C(C=C(C1C)F)CCC(=O)O (E)-3-(3-(3-(3-cyano-1H-indazol-6-yl)acrylamido)-5-fluoro-4-methylphenyl)propanoic acid